CN1C[C@@H](CC1=O)OC(=O)N1CCN(CC1)C1=NC=2N(C=C1)N=CC2C=2C(=NC=C(C2)OC(F)(F)F)OC2CC2 [(3R)-1-methyl-5-oxo-pyrrolidin-3-yl]-4-[3-[2-(cyclopropoxy)-5-(trifluoromethoxy)-3-pyridyl]pyrazolo[1,5-a]pyrimidin-5-yl]piperazine-1-carboxylate